[Si](C)(C)(C(C)(C)C)O[C@@H]1CC(N(C1)C(=O)OC(C)(C)C)=O tert-butyl (R)-4-(tert-butyldimethylsilyloxy)-2-oxopyrrolidine-1-carboxylate